CC(=CCC1=CC2=C(C(=C1O)CC=C(C)C)O[C@@H]([C@H](C2=O)O)C3=CC(=C(C=C3)O)CC=C(C)C)C The molecule is a trihydroxyflavanone that is (2S)-flavanone substituted by hydroxy groups at positions 3, 7 and 4' and prenyl groups at positions 6, 8 and 3'. Isolated from the roots of Lespedeza floribunda, it acts as a melanin synthesis inhibitor. It has a role as a metabolite and a melanin synthesis inhibitor. It is a member of dihydroflavonols, a trihydroxyflavanone, a secondary alpha-hydroxy ketone and a member of 4'-hydroxyflavanones. It derives from a (2S)-flavanone.